C1=CC=CC=2SC3=CC=CC=C3NC12 Phenothiazin